NC1=NN(C(=C1C(=O)N)C1=CN=NC=C1C)CC1=CC=C(C=C1)OC 3-Amino-1-(4-methoxybenzyl)-5-(5-methylpyridazin-4-yl)-1H-pyrazole-4-carboxamide